platinum (II) 2-hydroxymethyl-3-methoxycarbonyl-4,5,6,7-tetrahydropyrazolo[1,5-a]pyridine OCC1=NN2C(CCCC2)=C1C(=O)OC.[Pt+2]